[Si](C1=CC=CC=C1)(C1=CC=CC=C1)(C(C)(C)C)O[C@@H]1[C@H](COC1)OC1=NN(C=C1NC=O)C([2H])([2H])[2H] N-(3-(((3S,4S)-4-((tert-butyldiphenylsilyl)oxy)tetrahydrofuran-3-yl)oxy)-1-(methyl-d3)-1H-pyrazol-4-yl)formamide